N-(2,4-Dimethyl-6-morpholin-4-yl-pyridin-3-yl)-2-naphthalen-2-yl-acetamide CC1=NC(=CC(=C1NC(CC1=CC2=CC=CC=C2C=C1)=O)C)N1CCOCC1